[Br-].O=C(CC1=CC=C(OCCC)C=C1)C 3-[4-(2-oxopropyl)phenoxy]propane bromide